3-[({[4-(morpholin-4-ylmethyl)phenyl]methyl}amino)methyl]benzonitrile N1(CCOCC1)CC1=CC=C(C=C1)CNCC=1C=C(C#N)C=CC1